[Ni].C(CCC)C(CCCP(CCCC)CCCC)CCCC dibutyl-(tributylphosphine) nickel